7-[(2R)-2-methylpiperazin-1-yl]-2-[3-(6-methyl-2-pyridyl)-1H-pyrazol-4-yl]-1,5-naphthyridine C[C@H]1N(CCNC1)C1=CN=C2C=CC(=NC2=C1)C=1C(=NNC1)C1=NC(=CC=C1)C